(2R)-N-((S)-(3-chloro-4-fluorophenyl)(1-(2,2,2-trifluoroethyl)piperidin-4-yl)-methyl)-2-methyl-3-oxopiperazine-1-carboxamide ClC=1C=C(C=CC1F)[C@@H](NC(=O)N1[C@@H](C(NCC1)=O)C)C1CCN(CC1)CC(F)(F)F